FC=1C=CC2=C(N=C(S2)COC2=CC=CC(=N2)N2CCN(CC2)CC2=NC3=C(N2C[C@H]2OCC2)C=C(C=C3)C(=O)O)C1 (S)-2-((4-(6-((5-fluorobenzo[d]thiazol-2-yl)methoxy)pyridin-2-yl)piperazin-1-yl)methyl)-1-(oxetan-2-ylmethyl)-1H-benzo[d]imidazole-6-carboxylic acid